2-(2-(m-tolyl)oxiran-2-yl)pyridine C1(=CC(=CC=C1)C1(OC1)C1=NC=CC=C1)C